t-butyl 4-((4-(1-cyanochloropropyl)phenyl)(5-(3,5-dimethylisoxazol-4-yl)-2-methylphenyl)amino)4-toluenesulfonate C(#N)C(CCCl)C1=CC=C(C=C1)N(C1(CC=C(C)C=C1)S(=O)(=O)OC(C)(C)C)C1=C(C=CC(=C1)C=1C(=NOC1C)C)C